N'-(2,5-di-methyl-4-(2-methylbenzyl)phenyl)-N-ethyl-N-methylformimidamide CC1=C(C=C(C(=C1)CC1=C(C=CC=C1)C)C)N=CN(C)CC